C(C)(C)C=1C(=CC2=C(N(C(N2)=O)[C@@H]2CN(CCC2)CCS(=O)(=O)C)C1)C=1C=C(C=2N(C1)N=CN2)OC (S)-6-Isopropyl-5-(8-methoxy-[1,2,4]triazolo[1,5-a]pyridin-6-yl)-1-(1-(2-(methylsulfonyl)ethyl)piperidin-3-yl)-1,3-dihydro-2H-benzo[d]imidazol-2-on